2-(4-(1-bromoethyl)phenyl)-3-isopropoxypyridine BrC(C)C1=CC=C(C=C1)C1=NC=CC=C1OC(C)C